O=C1NC(CCC1N1C(C2=CC=CC(=C2C1=O)NCCCCCCCCCCC(=O)NC1=CC(=C(C=C1)C)NC1=NC=CC(=N1)C=1C=NC=CC1)=O)=O 11-((2-(2,6-dioxopiperidin-3-yl)-1,3-dioxoisoindolin-4-yl)amino)-N-(4-methyl-3-((4-(pyridin-3-yl)pyrimidin-2-yl)amino)phenyl)undecanamide